tert-butoxycarbonyl-allylamine C(C)(C)(C)OC(=O)NCC=C